Cl.C(C1=CC=CC=C1)SC=1C(=NC=CC1)CN (3-(benzylthio)pyridin-2-yl)methylamine hydrochloride